6-(benzo[d]thiazol-7-yl)-2-((S)-2,2-dimethylcyclopropane-1-carbonyl)-2,6-diazaspiro[3.4]octane-8-carboxylic acid S1C=NC2=C1C(=CC=C2)N2CC1(CN(C1)C(=O)[C@@H]1C(C1)(C)C)C(C2)C(=O)O